n-propenol C(=CC)O